N-(3-((8-amino-6-(5-amino-4-methylpyridin-3-yl)-7-fluoroisoquinolin-3-yl)amino)-3-oxopropyl)-5-((2-(2,6-dioxopiperidin-3-yl)-1,3-dioxoisoindolin-4-yl)amino)pentanamide NC=1C(=C(C=C2C=C(N=CC12)NC(CCNC(CCCCNC1=C2C(N(C(C2=CC=C1)=O)C1C(NC(CC1)=O)=O)=O)=O)=O)C=1C=NC=C(C1C)N)F